2-Boc-amino-N-(2,2,2-trifluoroethyl)acetamide C(=O)(OC(C)(C)C)C(C(=O)NCC(F)(F)F)N